N-(3-methacryloxypropyl)pyrrolidone sodium pyrrolidine-2-carboxylate N1C(CCC1)C(=O)[O-].[Na+].C(C(=C)C)(=O)OCCCN1C(CCC1)=O